CC1=CC=C(C(=O)OC2=C(C(=CC(=C2)Cl)C=NC2=CC=C(C=C2)CN(CC)CC)OC(C(C)C)=O)C=C1 5-chloro-3-((4-((di-ethylamino)methyl)phenylimino)methyl)-2-(isobutyryloxy)phenyl 4-methylbenzoate